[N+](=O)([O-])C1=CC=C(S1)C(=O)NC1=C2C(=NC(=N1)C1=CSC=C1)N(N=C2)C2=CC=CC=C2 5-Nitro-N-(1-phenyl-6-(thiophen-3-yl)-1H-pyrazolo[3,4-d]pyrimidin-4-yl)thiophene-2-carboxamide